F[C@H]1[C@@]2(CC[C@](C[C@H]1N(C)C1=NC=C(N=C1)C1=C(C=C(C(=C1)F)C1=CN=NC(=C1)OC)OCOC)(N2C(=O)OC(C)(C)C)C)C tert-butyl (1S,2R,3R,5R)-2-fluoro-3-((5-(5-fluoro-2-(methoxymethoxy)-4-(6-methoxypyridazin-4-yl)phenyl)pyrazin-2-yl)(methyl)amino)-1,5-dimethyl-8-azabicyclo[3.2.1]octane-8-carboxylate